mono(2-methyl-2-butenyl)ether CC(COCC(=CC)C)=CC